CC1=C(C=2N(C=C1C=1NC3=CC=C(C=C3C1C(C)C)C1CCC(CC1)N1CC3(COC3)C1)N=CN2)C 6-(4-(2-(7,8-Dimethyl-[1,2,4]triazolo[1,5-a]pyridin-6-yl)-3-isopropyl-1H-indol-5-yl)cyclohexyl)-2-oxa-6-azaspiro[3.3]heptan